2-((2-Chloropyrimidin-5-yl)oxy)acetic acid tert-butyl ester C(C)(C)(C)OC(COC=1C=NC(=NC1)Cl)=O